N1=C(C=CC=C1)CN1N=C2N(C3=C(C=C2)NCC3)C1=O 2-(pyridin-2-ylmethyl)-2,6,7,8-tetrahydro-1H-pyrrolo[2,3-e][1,2,4]triazolo[4,3-a]pyridin-1-one